3-((4-carbamoyl-2,3-difluorophenoxy)methyl)-4-chlorobenzo[b]thiophene-2-carboxylic acid ethyl ester C(C)OC(=O)C1=C(C2=C(S1)C=CC=C2Cl)COC2=C(C(=C(C=C2)C(N)=O)F)F